N-(5-(4-chlorophenyl)-1,3,4-oxadiazol-2-yl)-2-(4-chlorophenoxy)benzamide ClC1=CC=C(C=C1)C1=NN=C(O1)NC(C1=C(C=CC=C1)OC1=CC=C(C=C1)Cl)=O